N1N=CC(=C1)C1=CC2=C(N=C(S2)NC2=NC=CC(=C2)CN2CCN(CC2)C(C)=O)C=C1 1-(4-((2-((6-(1H-pyrazol-4-yl)benzo[d]thiazol-2-yl)amino)pyridin-4-yl)-methyl)piperazin-1-yl)-ethanone